C1(CCCCC1)CN=C1C2=CC=CC=C2C=2C=CC=CC12 N-(cyclohexylmethyl)-9H-fluorene-9-imine